3-(6-(1H-pyrazol-1-yl)pyrid-2-yl)-1-(2,6-difluorobenzyl)-5-((dimethyl-amino)methyl)-6-(4-nitrophenyl)thieno[2,3-d]pyrimidine-2,4(1H,3H)-dione N1(N=CC=C1)C1=CC=CC(=N1)N1C(N(C2=C(C1=O)C(=C(S2)C2=CC=C(C=C2)[N+](=O)[O-])CN(C)C)CC2=C(C=CC=C2F)F)=O